(2R,5S)-3-(4-amino-2-fluorophenethyl)-2-(1-(4-bromophenyl)-3-(4-Fluorophenyl)-1H-pyrazol-4-yl)-5-methyloxazolidin-4-one NC1=CC(=C(CCN2[C@H](O[C@H](C2=O)C)C=2C(=NN(C2)C2=CC=C(C=C2)Br)C2=CC=C(C=C2)F)C=C1)F